C(CCCC)OC1=CC=C(C=C1)C=CC(=O)C1=C(C=CC=C1)CC(=O)O 2-[2-[3-(4-Pentoxyphenyl)prop-2-enoyl]phenyl]acetic acid